CC(=O)N[C@@H](CC1=CC(=C(C=C1)O)N=NC2=CC=C(C=C2)[N+](C)(C)C)C(=O)NCC(=O)NCC(=O)O The molecule is a tripeptide consisting of AcTyrGlyGly with a (4-trimethylammoniophenyl)diazenyl group at the 3-position on the tyrosine phenyl ring. It is a tripeptide and a monoazo compound.